CN1N=C(C=C1OC=1C=C(C#N)C=CC1)[C@@H]1OCCC1 3-[2-methyl-5-[(2R)-oxolan-2-yl]pyrazol-3-yl]oxybenzonitrile